N-(5-hydroxypyridin-2-yl)-4-cyclohexylbenzamide OC=1C=CC(=NC1)NC(C1=CC=C(C=C1)C1CCCCC1)=O